C(C)(C)(C)OC(=O)N(CCS[P@](=O)(OCC)N[C@@H](C)C(=O)OC(C)C)C isopropyl ((R)-((2-((tert-butoxycarbonyl)(methyl)amino)ethyl)thio)(ethoxy)phosphoryl)-L-alaninate